FC(C1=CC2=C([C@@H](CO2)NC(OC(C)(C)C)=O)C=C1)(F)F tert-butyl (S)-(6-(trifluoromethyl)-2,3-dihydrobenzofuran-3-yl)carbamate